N-(3-(2'-((2,3-dihydrobenzofuran-4-yl)amino)-7'-oxo-5'H-spiro[cyclopropane-1,8'-pyrido[4,3-d]pyrimidine]-6'(7'H)-yl)-4-methylphenyl)-3-(trifluoromethyl)benzamide O1CCC2=C1C=CC=C2NC=2N=CC1=C(N2)C2(C(N(C1)C=1C=C(C=CC1C)NC(C1=CC(=CC=C1)C(F)(F)F)=O)=O)CC2